N-(5-((5-chloropyridin-3-yl)methyl)thiazol-2-yl)-1-methyl-6-oxo-1,4,5,6-tetrahydropyridazine-3-carboxamide ClC=1C=C(C=NC1)CC1=CN=C(S1)NC(=O)C1=NN(C(CC1)=O)C